[Si](C)(C)(C(C)(C)C)OCN1C(C(NC2=C(C=CC(=C12)F)C#CC1CC1)C)=O ((tert-butyldimethylsilyloxy)methyl)-5-(2-cyclopropylethynyl)-8-fluoro-3-methyl-1,2,3,4-tetrahydroquinoxalin-2-one